1-(2-((6-bromohexyl)oxy)-4-methoxy-3-(piperidin-1-ylmethyl)phenyl)ethan-1-one BrCCCCCCOC1=C(C=CC(=C1CN1CCCCC1)OC)C(C)=O